1-(2-(7H-pyrrolo[2,3-d]pyrimidine-4-carbonyl)-2-azaspiro[3.3]heptan-6-yl)-1-methyl-3-(5-(trifluoromethyl)pyridin-3-yl)urea N1=CN=C(C2=C1NC=C2)C(=O)N2CC1(C2)CC(C1)N(C(=O)NC=1C=NC=C(C1)C(F)(F)F)C